OC1=C(C=C(C=C1)CCC(C)=O)C(C)C 4-(4-hydroxy-3-isopropylphenyl)butan-2-one